tert-Butyl (S)-4-(1-(4-cyanopyridin-2-yl)-3-(2-fluorophenyl)-1H-pyrrolo[3,2-c]pyridin-4-yl)-3-methylpiperazine-1-carboxylate C(#N)C1=CC(=NC=C1)N1C=C(C=2C(=NC=CC21)N2[C@H](CN(CC2)C(=O)OC(C)(C)C)C)C2=C(C=CC=C2)F